Amino-1-(4-(4-methylpiperazin-1-yl)cyclohexyl)-3-(4-phenoxyphenyl)-1H-pyrazole-4-carboxamide NC1=C(C(=NN1C1CCC(CC1)N1CCN(CC1)C)C1=CC=C(C=C1)OC1=CC=CC=C1)C(=O)N